COCC=1SC(=C(N1)C)C(=O)NC[C@@H](C(F)(F)F)C(N[C@H]1C2=C(CN3N(C1=O)CCC3)C=CC=C2)=O 2-(Methoxymethyl)-4-methyl-N-((R)-3,3,3-trifluoro-2-(((S)-11-oxo-2,3,10,11-tetrahydro-1H,5H-benzo[d]pyrazolo[1,2-a][1,2]diazepin-10-yl)carbamoyl)propyl)thiazole-5-carboxamide